2-bromo-3-chloro-benzonitrile BrC1=C(C#N)C=CC=C1Cl